C(C)(=O)NC=1C=C(OC2=NC3=CC=C(C=C3C=C2)C(=O)NC)C=C(C1)OC (3-acetamido-5-methoxyphenoxy)-N-methylquinoline-6-carboxamide